2-chloro-1-(4-phenylpiperazin-1-yl)ethanone ClCC(=O)N1CCN(CC1)C1=CC=CC=C1